FC1=C(C=CC(=C1C)F)C=1C=C2C(=NC1)NC(N2CC=2C=NC=C(C2)C)=O 6-(2,4-difluoro-3-methyl-phenyl)-1-[(5-methyl-3-pyridinyl)methyl]-3H-imidazo[4,5-b]pyridin-2-one